COC1=CC(=NC=C1)C(=O)O.ClC1=NC=C2N(C(N(C2=N1)CC1=CC=C(C=C1)N1N=C(C=C1C)C(F)(F)F)=O)CC1OCCO1 2-chloro-7-(1,3-dioxolan-2-ylmethyl)-9-([4-[5-methyl-3-(trifluoromethyl)pyrazol-1-yl]phenyl]methyl)purin-8-one 4-methoxypyridinecarboxylate